(R)-(2-(benzofuran-3-yl)-1-(2-oxo-2-(2-oxa-6-azaspiro[3.4]octane-6-yl)acetamido)ethyl)boric acid O1C=C(C2=C1C=CC=C2)C[C@H](NC(C(N2CC1(COC1)CC2)=O)=O)OB(O)O